1-({3,4-difluoro-2-[(2-fluoro-4-iodophenyl)amino]phenyl}carbonyl)-3-[(ethylamino)methyl]azetidin-3-ol FC=1C(=C(C=CC1F)C(=O)N1CC(C1)(O)CNCC)NC1=C(C=C(C=C1)I)F